C12COCC(CC1)N2C(=O)O[C@H]2C[C@H](CC2)C2=CC(=NN2)NC(COC2=C(C(=CC(=C2)OC)O)C=O)=O (1R,3S)-3-(3-(2-(2-formyl-3-hydroxy-5-methoxyphenoxy)acetamido)-1H-pyrazol-5-yl)cyclopentyl 3-oxa-8-azabicyclo[3.2.1]octane-8-carboxylate